Cl.COC1(CNCC1)\C=C\C1=CC=C(C=C1)C(F)(F)F 3-methoxy-3-[(E)-2-[4-(trifluoromethyl)phenyl]ethenyl]pyrrolidine hydrochloride